CN1N=CC(=C1)C=1C=CC=2N(C1)N=CC2C(=O)N2[C@H](C1=C(CC2)NC=N1)C1=NN2C(C=CC=C2C(F)(F)F)=C1 (R)-(6-(1-methyl-1H-pyrazol-4-yl)pyrazolo[1,5-a]pyridin-3-yl)(4-(7-(trifluoromethyl)pyrazolo[1,5-a]pyridin-2-yl)-6,7-dihydro-1H-imidazo[4,5-c]pyridin-5(4H)-yl)methanone